C(C)OC(=O)C=1C(=C(NC1)C1=CC=C(C=C1)C(F)(F)F)C1=CC(=CC=C1)OC(F)(F)F (3-(trifluoromethoxy)phenyl)-2-(4-(trifluoromethyl)phenyl)Azole-4-carboxylic acid ethyl ester